[Sn](SC#N)(SC#N)(SC#N)SC#N tin thiocyanate